F[P-](F)(F)(F)(F)F.N1=C(C=CC=C1)C1=C(C=CC=C1)[Ir+]C1=C(C=CC=C1)C1=NC=CC=C1 bis[(2-pyridyl)phenyl]iridium (hexafluorophosphate) salt